NC1=C(C(=NC(=C1)C=1SC=CN1)C1=NC(=NC=C1)N1C[C@@H](CC1)O)Br (R)-1-(4-(4-amino-3-bromo-6-(thiazol-2-yl)pyridin-2-yl)pyrimidin-2-yl)pyrrolidin-3-ol